FC1=NC=CC(=C1)B(O)O 2-FLUOROPYRIDINE-4-BORONIC ACID